normal decyl alcohol C(CCCCCCCCC)O